N-cyclobutyl-3-[4-(prop-2-enoyl)piperazin-1-yl]pyrazine-2-carboxamide C1(CCC1)NC(=O)C1=NC=CN=C1N1CCN(CC1)C(C=C)=O